1-isopropyl-3-methyl-1H-pyrazolo[3,4-d]pyrimidin-6-amine C(C)(C)N1N=C(C=2C1=NC(=NC2)N)C